1-(3-fluoro-4-methylbenzyl)-5-hydroxy-8-methoxy-N-methyl-2-oxo-2,3-dihydro-1H-benzo[b]azepine-4-carboxamide FC=1C=C(CN2C3=C(C(=C(CC2=O)C(=O)NC)O)C=CC(=C3)OC)C=CC1C